C(C1=CC=CC=C1)OC1=CC(=NC=2C=CN=C(C12)C#N)C=1N(N=C(C1I)C(C)(C)C)C1CCC(CC1)(F)F 4-benzyloxy-2-[5-tert-butyl-2-(4,4-difluorocyclohexyl)-4-iodo-pyrazol-3-yl]-1,6-naphthyridine-5-carbonitrile